BrC1=NC2=CC=CC=C2N=C1 2-bromoquinoxaline